4-[5-(4-methylphenyl)-3-(trifluoromethyl)-1H-pyrazol-1-yl]benzenesulfonamide methyl-6-(3-cyclopropyl-4-(quinoxalin-2-yl)-1H-pyrazol-1-yl)spiro[3.3]heptane-2-carboxylate COC(=O)C1CC2(C1)CC(C2)N2N=C(C(=C2)C2=NC1=CC=CC=C1N=C2)C2CC2.CC2=CC=C(C=C2)C2=CC(=NN2C2=CC=C(C=C2)S(=O)(=O)N)C(F)(F)F